NC1=CC=C(C=N1)C#CC1=CC=C2CN(C(C2=C1C)=O)[C@@H](C(=O)NC=1SC=CN1)C1=C(C=CC(=C1)F)O |r| (2RS)-2-[6-[2-(6-amino-3-pyridinyl)ethynyl]-7-methyl-1-oxo-isoindolin-2-yl]-2-(5-fluoro-2-hydroxy-phenyl)-N-thiazol-2-yl-acetamide